dioxygen hydroxylammonium salt O[NH3+].[O+2].[O+2]